N-(2-methylpentane-3-yl)ethane-1,2-diamine CC(C)C(CC)NCCN